BrC1=C(C(=O)NS(=O)(=O)C2=CC(=C(C=C2)NCC2CCC(CC2)(C)O)[N+](=O)[O-])C=CC(=C1)N1C(CC2(CC(C2)N2[C@@H](COCC2)C2=C(C=CC=C2)C(C)C)CC1)C 2-bromo-N-((4-((((1r,4r)-4-hydroxy-4-methylcyclohexyl)methyl)amino)-3-nitrophenyl)sulfonyl)-4-(2-((R)-3-(2-isopropylphenyl)morpholino)-6-methyl-7-azaspiro[3.5]nonan-7-yl)benzamide